C(C)(C)(C)OC(CN1C([C@H](CCC2=C1C=CC=C2)NC(=O)C2(CCCC2)CP(=O)(OCC)OCC2=CC=CC=C2)=O)=O tert-butyl-((3S)-3-{[(1-{[(benzyloxy)(ethoxy)phosphoryl]-methyl}cyclopentyl)-carbonyl]amino}-2-oxo-2,3,4,5-tetrahydro-1H-1-benzazepin-1-yl)acetate